FC1=C(C=CC(=C1)C(F)(F)F)[N+](=O)[O-] 2-fluoro-1-nitro-4-(trifluoromethyl)benzene